tert-butyl N-((1-(4-(6,7-dimethoxyquinazolin-4-yl)piperazin-1-yl)cyclopropyl)methyl)sulfamoylcarbamate COC=1C=C2C(=NC=NC2=CC1OC)N1CCN(CC1)C1(CC1)CNS(=O)(=O)NC(OC(C)(C)C)=O